COC(CC[C@@H](C)[C@H]1CC[C@H]2[C@@H]3CCC4CCCC[C@]4(C)[C@H]3CC[C@]12C)=O 24-cholanic acid methyl ester